((tert-butoxycarbonyl) amino) piperidine-1-carboxylate N1(CCCCC1)C(=O)ONC(=O)OC(C)(C)C